4-((6,7-dihydro-5H-cyclopenta[d]pyrimidin-4-yl)amino)-N-(4-(piperazin-1-yl)phenyl)-1H-pyrazole-3-carboxamide N1=CN=C(C2=C1CCC2)NC=2C(=NNC2)C(=O)NC2=CC=C(C=C2)N2CCNCC2